ethyl 6-(4-amino-4-methylpiperidin-1-yl)-3-(2,3-dichloropyridin-4-yl)-1H-pyrazolo[3,4-b]pyridine-4-carboxylate NC1(CCN(CC1)C=1C=C(C2=C(N1)NN=C2C2=C(C(=NC=C2)Cl)Cl)C(=O)OCC)C